N-[(2E)-3-[(3-chloro-4-methoxyphenyl)(imino)oxo-λ6-sulfanyl]prop-2-en-1-yl]-2-oxo-1,2,5,6,7,8-hexahydroquinoline-3-carboxamide ClC=1C=C(C=CC1OC)S(/C=C/CNC(=O)C=1C(NC=2CCCCC2C1)=O)(=O)=N